N(=[N+]=[N-])CC1=NC=CC=C1C(=O)N1C=NC=C1 (2-(azidomethyl)pyridin-3-yl)(1H-imidazol-1-yl)methanone